BrC=1C(N(C=CC1)CCO[Si](C1=CC=CC=C1)(C1=CC=CC=C1)C(C)(C)C)=O 3-bromo-1-(2-((tert-butyldiphenylsilyl)oxy)ethyl)-pyridin-2(1H)-one